COC(=O)[C@H]1NC[C@H](C1)O (2S,4S)-4-hydroxytetrahydropyrrole-2-carboxylic acid methyl ester